[I-].S1C2=C(C=C1)C(=CC=C2)N2CC[N+](CC2)(CCCCOC2=CC=C1C=CC(NC1=C2)=O)COC(C(CCC)(C)C)=O 4-(benzo[b]thiophen-4-yl)-1-((2,2-dimethylpentanoyloxy)methyl)-1-(4-(2-oxo-1,2-dihydroquinolin-7-yloxy)butyl)piperazin-1-ium iodide